ClC1=CC2=C(NC(=N2)N2N=C(C(=C2O)CCC2CCOCC2)C2CCN(CC2)C(=O)OC(C)C)C=C1 Propan-2-yl 4-[1-(5-chloro-1H-1,3-benzodiazol-2-yl)-5-hydroxy-4-[2-(oxan-4-yl)ethyl]-1H-pyrazol-3-yl]piperidine-1-carboxylate